2-((2-Ethyl-6-fluoro-5-(4-(2-(3-hydroxyazetidine-1-yl)-2-oxoethyl)piperazin-1-yl)Pyrazolo[1,5-a]pyridin-3-yl)(methyl-d3)amino)-4-(4-fluorophenyl)thiazole-5-carbonitrile C(C)C1=NN2C(C=C(C(=C2)F)N2CCN(CC2)CC(=O)N2CC(C2)O)=C1N(C=1SC(=C(N1)C1=CC=C(C=C1)F)C#N)C([2H])([2H])[2H]